di(sec-butyl)diisopropyloxysilane C(C)(CC)[Si](OC(C)C)(OC(C)C)C(C)CC